N-[4-(3-chloro-2-fluoro-anilino)-7-[2-[(1R,5S)-3-methyl-3-azabicyclo[3.1.0]hexane-1-yl]ethynyl]quinazolin-6-yl]prop-2-enamide ClC=1C(=C(NC2=NC=NC3=CC(=C(C=C23)NC(C=C)=O)C#C[C@@]23CN(C[C@H]3C2)C)C=CC1)F